N1(CCNCC1)C1=C(C=C(C=C1)N1N=NC=2C(N(C=3C=CC=CC3C21)CCN2C=CC=C2)=O)C(F)(F)F 4-(piperazin-1-yl)-3-(trifluoromethyl)phenyl-5-(2-(Pyrrol-1-yl)ethyl)-1,5-dihydro-4H-[1,2,3]triazolo[4,5-c]quinolin-4-one